CC1=CC=CC(=N1)C=1C(=NN(C1)[C@@H]1C[C@H](C1)CO)C(F)(F)F (trans-3-(4-(6-methylpyridin-2-yl)-3-(trifluoromethyl)-1H-pyrazol-1-yl)cyclobutyl)methanol